5,6-dimethyl-1H-1,3-benzodiazole-2-thiol CC1=CC2=C(NC(=N2)S)C=C1C